C(C)(C)(C)OC(=O)N1CCN(CC1)C1(CC1)C1=NC=C(C=N1)Cl 4-[1-(5-Chloropyrimidin-2-yl)cyclopropyl]Piperazine-1-carboxylic acid tert-butyl ester